methyl 6-bromo-1-methyl-4-(phenyl (tetrahydro-2H-pyran-4-yl) methyl)-1,4-dihydropyrazolo[3',4':4,5]pyrrolo[3,2-b]pyridine-3-carboxylate BrC=1C=C2C(=NC1)C1=C(N2C(C2CCOCC2)C2=CC=CC=C2)C(=NN1C)C(=O)OC